1-(4-(3-oxo-1-phenyl-2,7,10-trioxa-4-azadodecan-12-yl)piperazin-1-yl)-3,6,9,12-tetraoxapentadecane-15-oic acid O=C(OCC1=CC=CC=C1)NCCOCCOCCN1CCN(CC1)CCOCCOCCOCCOCCC(=O)O